1,5-dimethyl-9,10-bis(isopropoxycarbonyloxy)anthracene CC1=CC=CC2=C(C3=C(C=CC=C3C(=C12)OC(=O)OC(C)C)C)OC(=O)OC(C)C